2-(4-((3-(1-(5-chloropyrimidin-2-yl)piperidin-4-yl)cyclobutyl)methoxy)-2-fluorophenyl)acetic acid ClC=1C=NC(=NC1)N1CCC(CC1)C1CC(C1)COC1=CC(=C(C=C1)CC(=O)O)F